C1=C(C=CC=2C3=CC=CC=C3C3=CC=CC=C3C12)C=1C=C(C=CC1)C1=NC=NC(=C1)C1=CC(=CC=C1)C1=CC=2C3=CC=CC=C3C3=CC=CC=C3C2C=C1 4,6-bis[3-(triphenylen-2-yl)phenyl]pyrimidine